(1-(4-amino-7-(2-(2-hydroxyethoxy)pyrimidin-4-yl)pyrrolo[2,1-f][1,2,4]triazin-5-yl)piperidin-3-yl)carbamate NC1=NC=NN2C1=C(C=C2C2=NC(=NC=C2)OCCO)N2CC(CCC2)NC([O-])=O